8-methyl-2-[(4-methylphenyl)methyl]-4,5-dihydro-2H-furo[2,3-g]indazole-7-carboxylic acid CC1=C(OC=2CCC3=CN(N=C3C21)CC2=CC=C(C=C2)C)C(=O)O